N1-benzyl-N1-(2-((tert-butyldimethylsilyl)oxy)ethyl)-N4-(7-chloroquinazolin-4-yl)pentane-1,4-diamine C(C1=CC=CC=C1)N(CCCC(C)NC1=NC=NC2=CC(=CC=C12)Cl)CCO[Si](C)(C)C(C)(C)C